ClC1=CC(=C(C=C1)C1=C(C=C(N=N1)N1[C@@H]2[C@H](OCC1)CCN(C2)C(C)=O)C(F)F)O 1-[(4aS,8aR)-4-[6-(4-chloro-2-hydroxy-phenyl)-5-(difluoromethyl)pyridazin-3-yl]-3,4a,5,7,8,8a-hexahydro-2H-pyrido[4,3-b][1,4]oxazin-6-yl]ethanone